CN(C(=O)C=1C=CC(=NC1)C1=CC=2N(C=C1)C(=NC2C(=O)OCC)C(C)C)C ethyl 7-(5-(dimethylcarbamoyl)pyridin-2-yl)-3-isopropylimidazo[1,5-a]pyridine-1-carboxylate